The molecule is a 1,2-diacyl-sn-glycerol 3-phosphate in which the acyl substituents at positions 1 and 2 are specified as icosanoyl (arachidoyl) and oleoyl respectively. It derives from an icosanoic acid and an oleic acid. It is a conjugate acid of a 1-icosanoyl-2-oleoyl-sn-glycero-3-phosphate(2-). CCCCCCCCCCCCCCCCCCCC(=O)OC[C@H](COP(=O)(O)O)OC(=O)CCCCCCC/C=C\\CCCCCCCC